SCC(=O)NC=1C=NC(=NC1)C(C)C1=CC=CC=C1 mercapto-N-(2-(1-phenylethyl)pyrimidin-5-yl)acetamide